2-(5-chlorothiophen-2-yl)-2-(1-(4-methoxypiperidine-1-carbonyl)piperidin-4-ylidene)acetonitrile ClC1=CC=C(S1)C(C#N)=C1CCN(CC1)C(=O)N1CCC(CC1)OC